5-cyclopropyl-2-methoxy-4-(4-(4-methylpiperazin-1-yl)piperidin-1-yl)aniline C1(CC1)C=1C(=CC(=C(N)C1)OC)N1CCC(CC1)N1CCN(CC1)C